N-benzyl-N-(2-(phenylethynyl)phenyl)acrylamide C(C1=CC=CC=C1)N(C(C=C)=O)C1=C(C=CC=C1)C#CC1=CC=CC=C1